(6-(trifluoromethyl)-1H-benzo[d]imidazol-2-yl)carbamic acid isopropyl ester C(C)(C)OC(NC1=NC2=C(N1)C=C(C=C2)C(F)(F)F)=O